N1C=NC(=C1)CN1N=C(C2=C(C=CC=C12)C1=C(C=C(C=C1)C=1CCCCC1)OC(C)C)N ((1H-imidazol-4-yl)methyl)-4-(3-isopropoxy-2',3',4',5'-tetrahydro-[1,1'-biphenyl]-4-yl)-1H-indazol-3-amine